ClC1=C(C=CC=C1F)NC(=O)NC1=CC=C2CCCS(C2=C1O)(=O)=O 1-(2-chloro-3-fluorophenyl)-3-(8-hydroxy-1,1-dioxothiochroman-7-yl)urea